cis-4-fluoro-N-{[4-methyl-2-[6-methyl-3-(2H-1,2,3-triazol-2-yl)pyridine-2-carbonyl]-2-azabicyclo[3.1.1]heptan-3-yl]methyl}aniline FC1=CC=C(NCC2N(C3CC(C2C)C3)C(=O)C3=NC(=CC=C3N3N=CC=N3)C)C=C1